rel-trans-(3R,4R)-1-(tert-butoxycarbonyl)-4-methylpyrrolidine-3-carboxylic acid C(C)(C)(C)OC(=O)N1C[C@@H]([C@H](C1)C)C(=O)O |o1:9,10|